2-methoxyethyl ((4-(tert-butyl)phenoxy)(perfluorophenoxy)phosphoryl)-L-alaninate C(C)(C)(C)C1=CC=C(OP(=O)(OC2=C(C(=C(C(=C2F)F)F)F)F)N[C@@H](C)C(=O)OCCOC)C=C1